CC1=CCC(C(C1)C)\C=C(\C(CC)=O)/C (1E)-1-(4,6-dimethyl-3-cyclohexen-1-yl)-2-methyl-1-penten-3-one